ethyl 6-tert-butyl-10-methoxy-9-{2-[(2-methoxyethyl) carbamoyl] thiazol-5-yl}-2-oxo-6,7-dihydro-2H-pyrido[2,1-a]isoquinoline-3-carboxylate C(C)(C)(C)C1N2C(C3=CC(=C(C=C3C1)C1=CN=C(S1)C(NCCOC)=O)OC)=CC(C(=C2)C(=O)OCC)=O